4-Chloro-1-isopropyl-N-(1-(methylsulfonyl)piperidin-4-yl)-1H-[1,2,3]triazolo[4,5-h]quinazolin-8-amine ClC1=CC=2C=NC(=NC2C2=C1N=NN2C(C)C)NC2CCN(CC2)S(=O)(=O)C